4-[1-(benzenesulfonyl)-3-[2-methylsulfanyl-5-(trifluoromethyl)pyrimidin-4-yl]pyrrolo-[2,3-b]pyridin-6-yl]-3,5-dimethylisoxazole C1(=CC=CC=C1)S(=O)(=O)N1C=C(C=2C1=NC(=CC2)C=2C(=NOC2C)C)C2=NC(=NC=C2C(F)(F)F)SC